1-[5-(difluoromethyl)-1,3,4-oxadiazol-2-yl]-3-ethyl-5-fluoro-benzimidazol-2-one FC(C1=NN=C(O1)N1C(N(C2=C1C=CC(=C2)F)CC)=O)F